O=C1N=CNO1 5-oxo-2,5-dihydro-1,2,4-oxadiazol